C1=CC=CC=2C3=CC=CC=C3C(C12)COC(=O)N[C@H](C(=O)O)CC1=CC=C(C=C1)C=1C(=NN(C1)C)NC(C1=CN=CC=C1)=O (S)-2-((((9H-fluoren-9-yl)methoxy)carbonyl)amino)-3-(4-(1-methyl-3-(nicotinamido)-1H-pyrazol-4-yl)phenyl)propanoic acid